6,7-dimethoxy-N-{1-[5-(2-{[(2-methoxyethyl)amino]methyl}phenyl)thiophen-2-yl]ethyl}-2-methylquinazolin-4-amine COC=1C=C2C(=NC(=NC2=CC1OC)C)NC(C)C=1SC(=CC1)C1=C(C=CC=C1)CNCCOC